C(CCCCCC)(=O)P(OC)(OC)=O Dimethyl heptanoylphosphonate